C(C)(C)(C)OC(=O)N(C1=NC(=NC=C1C)C=1C=C(C=CC1)/C=C/C(=O)OCC)C1=CC=C(C=C1)C=1C=NN(C1)COCC[Si](C)(C)C (E)-ethyl 3-(3-(4-((tert-butoxycarbonyl)(4-(1-((2-(trimethylsilyl)ethoxy)methyl)-1H-pyrazol-4-yl)phenyl)amino)-5-methylpyrimidin-2-yl)phenyl)acrylate